C(C)(=O)C1=CC=C(C=C1)N1N=CC(=C1)C=1C=C(CC2=NC(=C3NC(=NC3=N2)C2CCCC2)C(=O)N)C=C(C1)F (3-(1-(4-acetylphenyl)-1H-pyrazol-4-yl)-5-fluorobenzyl)-8-cyclopentyl-7H-purine-6-carboxamide